ClC1=C(C(=CC=C1OC)Cl)C1=NOC(=C1C1=NC=CC=N1)C=1C=NN(C1C)CCC(C)(O)C 4-{4-[3-(2,6-dichloro-3-methoxyphenyl)-4-(pyrimidin-2-yl)-1,2-oxazol-5-yl]-5-methyl-1H-pyrazol-1-yl}-2-methylbutan-2-ol